CS(=O)(=O)O.C1(CC1)C1=NC(=C(N1)C1=CC=C2C(=N1)N(C(=N2)C)CC(C)(C)C)C2=CC=CC=C2 5-(2-cyclopropyl-5-phenyl-3H-imidazol-4-yl)-3-(2,2-dimethylpropyl)-2-methyl-3H-imidazo[4,5-b]pyridine methanesulfonate